OCC(C)(C)N1CCN(CC1)C(=O)OC(C)(C)C tert-butyl 4-(1-hydroxy-2-methylpropan-2-yl)piperazine-1-carboxylate